(R)-(3-aminopiperidin-1-yl)(2-(7-chloro-1-(cyclopropylmethyl)-6-fluoro-1H-indol-2-yl)-3,4-dihydro-5-oxa-1,2a-diazaacenaphthylen-7-yl)methanone N[C@H]1CN(CCC1)C(=O)C=1C=C2OCCN3C(=NC(C1)=C32)C=3N(C2=C(C(=CC=C2C3)F)Cl)CC3CC3